Cl.FC1=CC=C(C=C1)C(CN1CCC(CC1)CN1N=CC=C(C1=O)C1=CC=CC=C1)O 2-((1-(2-(4-Fluorophenyl)-2-hydroxyethyl)piperidin-4-yl)methyl)-4-phenylpyridazin-3(2H)-on Hydrochlorid